FC(C=1C=C(C(F)N=C=O)C=C(C1)C(F)(F)F)(F)F 3,5-bis-trifluoromethyl-fluoro-benzyl isocyanate